(3S)-N-[4-methyl-3-[2-(morpholin-4-yl)-6-[(3S)-oxolan-3-ylamino]pyridin-4-yl]phenyl]-3-(2,2,2-trifluoroethyl)pyrrolidine-1-carboxamide CC1=C(C=C(C=C1)NC(=O)N1C[C@@H](CC1)CC(F)(F)F)C1=CC(=NC(=C1)N[C@@H]1COCC1)N1CCOCC1